NC1=NC(=CC(=N1)N1CCC2(C[C@H](NC2)C(=O)O)CC1)O[C@@H](C(F)(F)F)C1=CC=C(C=C1)C1=CC(=CC=C1)C(=O)O (S)-8-(2-amino-6-((R)-1-(3'-carboxy-[1,1'-biphenyl]-4-yl)-2,2,2-trifluoroethoxy)pyrimidin-4-yl)-2,8-diazaspiro[4.5]decane-3-carboxylic acid